C(#N)C1=NC(=NC=C1)N1C(OCCC1C(=O)NC1=CC(=CC(=C1)F)F)=O 3-(4-cyanopyrimidin-2-yl)-N-(3,5-difluorophenyl)-2-oxo-1,3-oxazinane-4-carboxamide